O1C=C(C2=C1C=CC=C2)CCC2N(CCC1=CC(=C(C=C21)OCC)OC)C(=O)N2CCOCC2 (1-(2-(benzofuran-3-yl)ethyl)-7-ethoxy-6-methoxy-3,4-dihydroisoquinolin-2(1H)-yl)(morpholino)methanone